ClC1=C(C=C(C=C1)F)C1(NC(C2=C3C=CN=CC3=CC(=C21)NC(C2=CC(=CC(=C2)F)C(F)(F)F)=O)=O)O N-[3-(2-chloro-5-fluorophenyl)-3-hydroxy-1-oxo-2,3-dihydro-1H-pyrrolo[4,3-f]isoquinolin-4-yl]-5-fluoro-3-(trifluoromethyl)benzamide